FC(C(=O)O)(F)F.CSCC1NCC12CCC2 ((methylthio)methyl)-2-azaspiro[3.3]heptane trifluoroacetate